3-(3,4-dimethoxyphenyl)-8-hydroxy-3,4-dihydroisochromen-1-one COC=1C=C(C=CC1OC)C1OC(C2=C(C=CC=C2C1)O)=O